4-chloro-5-(difluoromethoxy)-3-iodo-1-methylpyrazole ClC=1C(=NN(C1OC(F)F)C)I